C1(CCCCC1)[C@@H](C(=O)O)C1=CC=CC=C1 |r| (±)-2-cyclohexyl-2-phenylacetic acid